[N+](=O)([O-])C=1C=C(C=CC1)N1[Se]C2=C(C1=O)C=CC=C2 2-(3-nitrophenyl)benzo[d][1,2]selenazol-3(2H)-one